Cl.S1C=CC=2C=NC(=CC21)C2=NC1=CC=CC=C1C(N2)=O 2-(thieno[3,2-c]pyridin-6-yl)quinazolin-4(3H)-one hydrochloride